5-(6-bromo-2,3,4,5-tetrahydro-1H-pyrido[3,4-b]azepin-1-yl)-6,7-difluoro-1-methyl-[1,2,4]triazolo[4,3-a]quinazoline BrC1=CN=CC=2N(CCCCC21)C2=NC=1N(C3=CC=C(C(=C23)F)F)C(=NN1)C